(1S,2R,5S)-8-(benzyloxy)-2,5-dimethyl-7,9-dioxo-N-(2,4-difluorobenzyl)-2,5,7,9-tetrahydro-1,6-methanopyrido[1,2-b][1,2,5]triazonine-10-carboxamide C(C1=CC=CC=C1)OC=1C(C(=CN2N3[C@@H](C=C[C@@H](N(C(C21)=O)C3)C)C)C(=O)NCC3=C(C=C(C=C3)F)F)=O